COC(=O)C1(CC(C1)N1C[C@H](CCC1)C1CN(C1)C=1C=C(C2=C(N(N=N2)[C@H](C)C2=C(C=C(C=C2)Cl)Cl)C1)C(F)F)C 3-((R)-3-(1-(1-((R)-1-(2,4-dichlorophenyl)ethyl)-4-(difluoromethyl)-1H-benzo[d][1,2,3]triazol-6-yl)azetidin-3-yl)piperidin-1-yl)-1-methylcyclobutane-1-carboxylic acid methyl ester